5-(dimethylamino)-2-thiophenecarboxaldehyde CN(C1=CC=C(S1)C=O)C